N1=CC(=CC=C1)C=1OC=C(N1)C(=O)O (pyridin-3-yl)oxazole-4-carboxylic acid